(3-amino-5-(3-methoxyphenyl)-1H-pyrazol-1-yl)(3,4,5-trimethoxyphenyl)methanone NC1=NN(C(=C1)C1=CC(=CC=C1)OC)C(=O)C1=CC(=C(C(=C1)OC)OC)OC